2-(quinolin-8-yl)chroman-4-one N1=CC=CC2=CC=CC(=C12)C1OC2=CC=CC=C2C(C1)=O